9-bromo-7,12-dihydroindolo-[3,2-d][1]benzazepin-6(5H)-one BrC=1C=C2C(=CC1)NC1=C2CC(NC2=C1C=CC=C2)=O